CC=1C=CC=2CC3=CC=CC=C3C2C1C1=C(C=CC=C1)N 3-methyl-4-(aminophenyl)fluorene